N-(2,2,2-trifluoroethyl)-2-[[4-[5-(trifluoromethyl)-1,2,4-oxadiazol-3-yl]phenyl]methyl]oxazole-4-carboxamide FC(CNC(=O)C=1N=C(OC1)CC1=CC=C(C=C1)C1=NOC(=N1)C(F)(F)F)(F)F